O[C@H]1C[C@H](C2=CC=CC=C12)NC(=O)C1=CN(CCS1)C=1C2=C(N=CN1)NC=C2 |o1:1,3| Rel-N-((1R,3S)-3-hydroxy-2,3-dihydro-1H-inden-1-yl)-4-(7H-pyrrolo[2,3-d]pyrimidin-4-yl)-3,4-dihydro-2H-1,4-thiazine-6-carboxamide